4-aminotetrahydrofuran-2-one NC1CC(OC1)=O